COCCOCCOCCOCCOCCOCCOCCOCCOCCOCCOCCOCCOCCOCCOCCOCCOCCOCCOCCOCCOCCOCCOCCOCCNCCC(=O)OCC1=CC=CC=C1 benzyl 2,5,8,11,14,17,20,23,26,29,32,35,38,41,44,47,50,53,56,59,62,65,68,71-tetracosaoxa-74-azaheptaheptacontan-77-oate